CC(C(=O)N1C(CCCC1)C=1NC=C(N1)C1=CC=CC=C1)C 2-methyl-1-(2-(4-phenyl-1H-imidazol-2-yl)piperidin-1-yl)propan-1-one